FC1=CC=C(C(=O)N2[C@@H](C=3N(CC2)C(=NC3N3C(C[C@H](CC3)OC)=O)C3=NC(=NS3)C)C)C=C1 (S)-1-[(R)-7-(4-fluorobenzoyl)-8-methyl-3-(3-methyl-1,2,4-thiadiazole-5-yl)-5,6,7,8-tetrahydroimidazo[1,5-a]pyrazin-1-yl]-4-methoxypiperidin-2-one